(R)-N-(1-(1-cyanoethyl)-3-cyclopropoxy-1H-pyrazol-4-yl)formamide C(#N)[C@@H](C)N1N=C(C(=C1)NC=O)OC1CC1